COC1=CC=C(C=C1)CCC(=O)N1C2=C(OCC1)C(=CN=C2)C2=CC=C(C#N)C=C2 4-(4-(3-(4-Methoxyphenyl)propanoyl)-3,4-dihydro-2H-pyrido[4,3-b][1,4]oxazin-8-yl)benzonitrile